N'-((3,3-dimethyl-1,2,3,5,6,7-hexahydrodicyclopenta[b,e]pyridin-8-yl)carbamoyl)-5-(2-hydroxypropan-2-yl)pyridine-3-sulfonimidamide CC1(CCC=2C1=NC1=C(C2NC(=O)N=S(=O)(N)C=2C=NC=C(C2)C(C)(C)O)CCC1)C